OC[C@@H]1C[C@@H](N(CC1)C1=CC=C(N=N1)C(=O)OC(C)(C)C)C tert-butyl 6-(cis-4-(hydroxymethyl)-2-methylpiperidin-1-yl)pyridazine-3-carboxylate